COC(=O)C1(COC1)NC(C1=NC=C(C(=C1O)C)C1=CC(=CC=C1)Cl)=O 3-(5-(3-chlorophenyl)-3-hydroxy-4-methyl-picolinamido)oxetane-3-carboxylic acid methyl ester